methyl 3-(4-(2-chloro-3-fluorophenyl) piperidine-1-carbonyl)-1,4,5,7-tetrahydro-6H-pyrazolo[3,4-c]pyridin-6-carboxylate ClC1=C(C=CC=C1F)C1CCN(CC1)C(=O)C1=NNC=2CN(CCC21)C(=O)OC